N-{(2S,3R)-1-(bicyclo[1.1.1]pentane-1-carbonyl)-2-[(2,3'-difluoro[1,1'-biphenyl]-3-yl)methyl]-4,4-difluoropyrrolidin-3-yl}methanesulfonamide C12(CC(C1)C2)C(=O)N2[C@H]([C@H](C(C2)(F)F)NS(=O)(=O)C)CC=2C(=C(C=CC2)C2=CC(=CC=C2)F)F